ClC1=NN2C(C(=N1)NC1CCCC1)=CC=C2C[C@@H]2[C@@H]([C@@H]([C@H](O2)COC(CO)(COC)P(O)(O)=O)O)O (2-(((2R,3S,4R,5R)-5-((2-chloro-4-(cyclopentylamino)pyrrolo[2,1-f][1,2,4]triazin-7-yl)methyl)-3,4-dihydroxytetrahydrofuran-2-yl)methoxy)-1-hydroxy-3-methoxypropan-2-yl)phosphonic acid